(S)-2-(4-((2-(2-(4-(4-chlorophenyl)-2,3,9-trimethyl-6H-thieno[3,2-f][1,2,4]triazolo[4,3-a][1,4]diazepin-6-yl)acetamido)ethyl)amino)butanamido)-N-(4,5-dimethylthiazol-2-yl)benzamide ClC1=CC=C(C=C1)C1=N[C@H](C=2N(C3=C1C(=C(S3)C)C)C(=NN2)C)CC(=O)NCCNCCCC(=O)NC2=C(C(=O)NC=3SC(=C(N3)C)C)C=CC=C2